2-(4-(1-((4-methyl-4H-1,2,4-triazol-3-yl)methyl)cyclobutyl)-6-(naphthalen-2-yl)pyridin-2-yl)-6-(((1-methylcyclobutyl)amino)methyl)-4-(trifluoromethyl)isoindolin-1-one CN1C(=NN=C1)CC1(CCC1)C1=CC(=NC(=C1)C1=CC2=CC=CC=C2C=C1)N1C(C2=CC(=CC(=C2C1)C(F)(F)F)CNC1(CCC1)C)=O